N-[(6-Amino-2-pyridyl)sulfonyl]-2-(2,2,4,4-tetramethylpyrrolidin-1-yl)-6-(trifluoromethyl)pyridin-3-carboxamid NC1=CC=CC(=N1)S(=O)(=O)NC(=O)C=1C(=NC(=CC1)C(F)(F)F)N1C(CC(C1)(C)C)(C)C